2-amino-3-(4-(1-(3-methoxypropyl)-1H-pyrazol-4-yl)phenyl)propanoic acid NC(C(=O)O)CC1=CC=C(C=C1)C=1C=NN(C1)CCCOC